methyl 2-[[(1R)-1-(2-ethylsulfanyl-6-methyl-4-oxo-chromen-8-yl) ethyl] amino]-6-fluoro-benzoate C(C)SC=1OC2=C(C=C(C=C2C(C1)=O)C)[C@@H](C)NC1=C(C(=O)OC)C(=CC=C1)F